ClC=1C(=NC=C(C(=O)N2CC3(C2)C=C(C(C(C3)(C)C)=O)C#N)C1)OC 2-(5-chloro-6-methoxynicotinoyl)-8,8-dimethyl-7-oxo-2-azaspiro[3.5]non-5-ene-6-carbonitrile